2-(2-((5-(3-(aminomethyl)phenyl)-7-(((cyclopropylmethyl)amino)methyl)benzofuran-3-yl)methoxy)phenyl)acetic acid NCC=1C=C(C=CC1)C=1C=C(C2=C(C(=CO2)COC2=C(C=CC=C2)CC(=O)O)C1)CNCC1CC1